Cl.CN1C(CNCC1)=S 1-Methylpiperazine-2-thione hydrochloride